SCC(C(=O)NCCC(=O)O)CC1=CC=CC=C1 N-[2-(mercaptomethyl)-1-oxo-3-phenylpropyl]-beta-alanine